Cobalt nitrogen oxygen [O].[N].[Co]